methyl 3-fluoro-4-((4-(3-(1-(2-fluoro-2-methylpropyl)piperidin-4-yl)phenyl)-1H-1,2,3-triazol-1-yl)methyl)benzoate FC=1C=C(C(=O)OC)C=CC1CN1N=NC(=C1)C1=CC(=CC=C1)C1CCN(CC1)CC(C)(C)F